2-(2,4-dichlorophenoxy)-1-(1H-indazol-1-yl)ethanone ethyl-2-methyl-7-oxo-5-(4-phenoxyphenyl)-4,7-dihydropyrazolo[1,5-a]pyrimidine-3-carboxylate C(C)OC(=O)C=1C(=NN2C1NC(=CC2=O)C2=CC=C(C=C2)OC2=CC=CC=C2)C.ClC2=C(OCC(=O)N1N=CC3=CC=CC=C13)C=CC(=C2)Cl